NC=1C=NC2=CC=C(C=C2N1)CN(C(=O)C=1C=NC(=NC1)C(F)(F)F)C1=CC=CC=2CCS(C21)(=O)=O N-[(3-aminoquinoxalin-6-yl)methyl]-N-(1,1-dioxo-2,3-dihydro-1λ6-benzothiophen-7-yl)-2-(trifluoromethyl)pyrimidine-5-carboxamide